Cl.Cl.Cl.NCCCN(CCCNC1=CC(=NC2=CC(=C(C=C12)OC)OC)C1=CC=C(C=C1)OC)C N1-(3-aminopropyl)-N3-(6,7-dimethoxy-2-(4-methoxyphenyl)quinolin-4-yl)-N1-methylpropane-1,3-diamine trihydrochloride